C(C)O\N=C(/COC1=CC(=NN1C)C(F)(F)F)\C1=C(C=C(C=C1)OC1=CC=C(C=C1)Cl)Cl (Z)-1-(2-chloro-4-(4-chlorophenoxy)phenyl)-2-((1-methyl-3-(trifluoromethyl)-1H-pyrazol-5-yl)oxy)ethan-1-one-O-ethyloxime